C(C)(C)C1=CC=C2SC=3C=CC(=CC3C(C2=C1)=O)[S+](C1=CC=C(C=C1)C)C1=CC=C(C=C1)C 7-isopropyl-9-oxo-10-thia-9,10-dihydro-anthracene-2-yl-di-p-tolyl-sulfonium